(R)-N-(5-(difluoromethoxy)-1H-pyrazol-3-yl)-2-methyl-3-((tetrahydrofuran-3-yl)methyl)-3H-imidazo[4,5-b]pyridin-5-amine FC(OC1=CC(=NN1)NC1=CC=C2C(=N1)N(C(=N2)C)C[C@@H]2COCC2)F